ClC1=C(C=CC(=C1F)NC1=NC=C(C(=N1)C=1C=NN(C1)CC(C)(C)O)C(F)(F)F)S(=O)(=O)N 2-chloro-3-fluoro-4-((4-(1-(2-hydroxy-2-methylpropyl)-1H-pyrazol-4-yl)-5-(trifluoromethyl)pyrimidin-2-yl)amino)benzenesulfonamide